NCCNC(C[Si](OC)(OC)OC)C 2-(2-aminoethyl)aminopropyltrimethoxysilane